FC1=C(C=CC=C1F)C1=CN=C2N1N=CC=C2C=2C=CC(=C(C(=O)NC1=CC=C(C=C1)F)C2)C 5-(3-(2,3-difluorophenyl)imidazo[1,2-b]pyridazin-8-yl)-N-(4-fluorophenyl)-2-methylbenzamide